C(C)OC(C(CCCCCCC(CCCCCCCCC)N(C(CCCN(C)C)=O)CCCCCCCCCC)F)=O.C(CCCCCCCCC)N(C(CCCN(C)C)=O)C(CCCCCCC(C(=O)O)F)CCCCCCCCC 9-[N-decyl-4-(dimethylamino)butanamido]-2-fluorooctadecanoic acid Ethyl-9-[N-decyl-4-(dimethylamino)butanamido]-2-fluorooctadecanoate